C(CCCCCCC(=O)OC1=CC=C(C=C1)N)(=O)OC1=CC=C(C=C1)N bis(4-aminophenyl) suberate